5-(4-(benzylthio)benzyl)-8-methoxy-5H-pyrido[3,2-b]indole C(C1=CC=CC=C1)SC1=CC=C(CN2C3=C(C=4C=C(C=CC24)OC)N=CC=C3)C=C1